ClC=1C=C(C=C(C1C)CN1CCOCC1)NC(OC1=CC=CC=C1)=O phenyl (3-chloro-4-methyl-5-(morpholinomethyl) phenyl)carbamate